3-methoxy-4-(1-propionylindol-5-yl)-N-(pyridin-3-ylmethyl)benzamide COC=1C=C(C(=O)NCC=2C=NC=CC2)C=CC1C=1C=C2C=CN(C2=CC1)C(CC)=O